tert-butyl (3-{4-[2-(2,2,2-trifluoroethoxy)ethoxy]-1H-pyrazol-1-yl}bicyclo[1.1.1]pentan-1-yl)carbamate FC(COCCOC=1C=NN(C1)C12CC(C1)(C2)NC(OC(C)(C)C)=O)(F)F